N-(4-([1,2,4]triazolo[1,5-a]pyridin-7-yloxy)-3-methylphenyl)-6-(2,5-diazabicyclo[2.2.1]heptan-2-yl)pyrido[3,2-d]pyrimidin-4-amine hydrochloride Cl.N=1C=NN2C1C=C(C=C2)OC2=C(C=C(C=C2)NC=2C1=C(N=CN2)C=CC(=N1)N1C2CNC(C1)C2)C